((6-fluoro-2-methyl-1,2,3,4-tetrahydroisoquinolin-7-yl)amino)-5-((3-(methoxymethyl)phenyl)amino)-1,2,4-triazine-6-carboxamide FC=1C=C2CCN(CC2=CC1NC=1N=NC(=C(N1)NC1=CC(=CC=C1)COC)C(=O)N)C